NC=1C=2N(C3=CC(=CC=C3N1)C(=O)N(CC1=NC=C(C=C1)C(F)(F)F)[C@H](C)C1=NC=CC=N1)C=NC2 (R)-4-amino-N-(1-(pyrimidin-2-yl)ethyl)-N-((5-(trifluoromethyl)pyridin-2-yl)methyl)imidazo[1,5-a]quinoxaline-8-carboxamide